FC=1C=C(C=C(C1)F)N1CCN(CC1)CC=1C=C2C(N(C(C2=CC1)=O)C1C(NC(CC1)=O)=O)=O 5-((4-(3,5-difluorophenyl)piperazin-1-yl)methyl)-2-(2,6-dioxopiperidin-3-yl)isoindoline-1,3-dione